3-(4-(1H-pyrazol-4-yl)phenyl)-8-(1H-indole-6-carbonyl)-1-(3-methoxybenzyl)-1,3,8-triazaspiro[4.5]decan-2-one N1N=CC(=C1)C1=CC=C(C=C1)N1C(N(C2(C1)CCN(CC2)C(=O)C2=CC=C1C=CNC1=C2)CC2=CC(=CC=C2)OC)=O